FC1=C(C=C(C=C1)[C@@H](CN[C@@H]([C@H]1CNC2=C(N1)N=CC=C2)C2=CC=CC=C2)C)CC(=O)O |o1:7| 2-(2-fluoro-5-((S or R)-1-(((R)-phenyl((R)-1,2,3,4-tetrahydropyrido[2,3-b]pyrazin-3-yl)methyl)amino)propan-2-yl)phenyl)acetic acid